COC=1CC2=C(C=NC2=CC1OC)CCN(C(C)C)C N-[2-(5,6-dimethoxy-4H-indol-3-yl)ethyl]-N-methylpropan-2-amine